methyl-1,2-cyclohexanedicarboxylic anhydride CC12CCCCC1C(=O)OC2=O